C([C@@H]1[C@@H]([C@@H]([C@H]([C@H](O1)OC(CO)CO)O)O)O)O The molecule is a galactosylglycerol in which an alpha-D-galactosyl residue is attartched to position 2 of glycerol via a glycosidic bond. It is a galactosylglycerol, an alpha-D-galactoside and a monosaccharide derivative.